C(=C)N(C(C)=O)CC N-Vinyl-N-ethylacetamid